11-((tert-butoxycarbonyl)amino)undecanoic acid C(C)(C)(C)OC(=O)NCCCCCCCCCCC(=O)O